FCC(C)(C)N1CCC2(CCN(CC2)C2=CC(=C(C=C2C=2C=NN(C2)C)NC=2N=CC3=C(N2)NC=C3)OC)CC1 2-((4-(9-(1-fluoro-2-methylpropan-2-yl)-3,9-diazaspiro[5.5]undecan-3-yl)-2-methoxy-5-(1-methyl-1H-pyrazol-4-yl)phenyl)amino)-7H-pyrrolo[2,3-d]pyrimidine